1-(3-(7-fluoro-6-hydroxy-2,3-dihydro-1H-pyrido[2,3-b][1,4]oxazin-1-yl)-1-(tetrahydro-2H-pyran-4-yl)-1,4,6,7-tetrahydro-5H-pyrazolo[4,3-c]pyridin-5-yl)ethan-1-one FC1=CC2=C(OCCN2C2=NN(C3=C2CN(CC3)C(C)=O)C3CCOCC3)N=C1O